4-Methylquinazolin-6-yl-pentanamide CC1=NC=NC2=CC=C(C=C12)C(C(=O)N)CCC